CN1C([C@H]2N(C[C@@H](OC3=CC=CC(C4=CC=CC5=NN(C(CCC1)=C45)C)=C3)C2)C(=O)OC(C)(C)C)=O tert-butyl (8S,11S)-13,18-dimethyl-12-oxo-7-oxa-10,13,18,19-tetrazapentacyclo[15.6.1.12,6.18,11.020,24]hexacosa-1(23),2(26),3,5,17(24),19,21-heptaene-10-carboxylate